hydroxy-4-methylenepiperidine-1-carboxylic acid phenylmethyl ester C1(=CC=CC=C1)COC(=O)N1C(CC(CC1)=C)O